ClC1=CC(=C(C=C1)CN1[C@](C2=C(C=C(C=C2C1=O)C(C)(C)O)F)(C1=CC=C(C=C1)Cl)OCC1(CC1)C(=O)N)S(=O)(=O)C 1-(([(1R)-2-[(4-chloro-2-methanesulfonylphenyl)methyl]-1-(4-chlorophenyl)-7-fluoro-5-(2-hydroxypropan-2-yl)-3-oxo-2,3-dihydro-1H-isoindol-1-yl]oxy)methyl)cyclopropane-1-carboxamide